FC(OC=1C=C(C=C(C1C(=O)N1CC(C1)(O)C#C)OC)C1=CN=C2N1C=CC(=C2)C(C#N)(C)C)F 2-[3-[3-(difluoromethoxy)-4-(3-ethynyl-3-hydroxy-azetidine-1-carbonyl)-5-methoxy-phenyl]imidazo[1,2-a]pyridin-7-yl]-2-methyl-propanenitrile